FC1=CC=CC(=N1)N1C2=C(SCC1)C=CC(=C2)NC(=O)NC2=CNC1=CC=CC=C21 1-(4-(6-fluoropyridin-2-yl)-3,4-dihydro-2H-benzo[b][1,4]thiazin-6-yl)-3-(1H-indol-3-yl)urea